2-(4-tert-butylphenyl)-1H-benzimidazole C(C)(C)(C)C1=CC=C(C=C1)C1=NC2=C(N1)C=CC=C2